2,5-diisothiocyanatothiophene ethyl-1-(2-(tert-butoxy)-2-oxoethyl)-6-oxo-2-phenyl-1,6-dihydropyrimidine-5-carboxylate C(C)OC(=O)C1=CN=C(N(C1=O)CC(=O)OC(C)(C)C)C1=CC=CC=C1.N(=C=S)C=1SC(=CC1)N=C=S